FC1=CC=C(C=C1)C1SCC(N1C1=C(C=C(C=C1)C(=O)N1CC(CCC1)O)C)=O 2-(4-Fluorophenyl)-3-{4-[(3-hydroxy-1-piperidinyl)carbonyl]-2-methylphenyl}-1,3-thiazolidin-4-one